bis[4-(vinyloxy)butyl] terephthalate C(C1=CC=C(C(=O)OCCCCOC=C)C=C1)(=O)OCCCCOC=C